(1R,3S,5R)-5-((allyl(methyl)amino)methyl)-2-(tert-butoxycarbonyl)-2-azabicyclo[3.1.0]hexane-3-carboxylic acid C(C=C)N(C)C[C@]12C[C@H](N([C@@H]2C1)C(=O)OC(C)(C)C)C(=O)O